Hexahydro-1,1-Diethoxy-1H,3H-Pyrido[1,2-c][1,3,2]Oxazasiline C(C)O[Si]1(OCCC2N1CCCC2)OCC